FC1=CC=C(C=C1)N1N=CC(=C1)OC1=CC=C(C=N1)S(=O)(=O)N1[C@H]([C@@H]2CC[C@H](C1)N2C(=O)OCCOC)C(NO)=O 2-methoxyethyl (1S,2R,5R)-3-((6-((1-(4-fluorophenyl)-1H-pyrazol-4-yl)oxy)pyridin-3-yl)sulfonyl)-2-(hydroxycarbamoyl)-3,8-diazabicyclo[3.2.1]octane-8-carboxylate